FC=1C=CC2=C(C(=C(O2)[C@H](C(C)C)NC(N[C@@H]2CN(CCC2)C(=O)OC)=O)C)C1 methyl (S)-3-(3-((S)-1-(5-fluoro-3-methylbenzofuran-2-yl)-2-methylpropyl)ureido)piperidine-1-carboxylate